2-ethylhexyl-phosphoric acid mono(2-ethylhexyl)phosphate C(C)C(COP(=O)(O)O)CCCC.C(C)C(COP(O)(O)=O)CCCC